2-(1H-pyrazolo[3,4-b]pyridin-1-yl)pyrazolo[5,1-b]thiazole-7-carboxylic acid ethyl ester C(C)OC(=O)C=1C=NN2C1SC(=C2)N2N=CC=1C2=NC=CC1